N,N-dipropylazetidin-3-amine C(CC)N(C1CNC1)CCC